Docosyl ether C(CCCCCCCCCCCCCCCCCCCCC)OCCCCCCCCCCCCCCCCCCCCCC